NC1=NC(=NC(=N1)C1=CC=C(C=C1)Cl)NC1=CC(=C(C=C1)O)C 4-((4-amino-6-(4-chlorophenyl)-1,3,5-triazin-2-yl)amino)-2-methylphenol